methyl-8-(2-(dimethylamino)-3-((6-((2-octylcyclopropyl)methoxy)-6-oxohexyl)oxy)propoxy)octanoate COC(CCCCCCCOCC(COCCCCCC(=O)OCC1C(C1)CCCCCCCC)N(C)C)=O